8-(4-(azetidin-1-yl)piperidin-1-yl)-9-ethyl-3-ethynyl-6,6-dimethyl-5,6-dihydro-11H-benzo[b]carbazol-11-one N1(CCC1)C1CCN(CC1)C=1C(=CC2=C(C(C=3NC4=CC(=CC=C4C3C2=O)C#C)(C)C)C1)CC